C1(=CC=CC=C1)C(CCCCCCC)C(C#N)C#N 2-(1-phenyl-octyl)malononitrile